2-[2-(4-benzo[d]isothiazol-3-yl-piperazin-1-yl)-ethyl]-8-methyl-2H-pyrrolo[1,2-a]pyrazin-1-one S1N=C(C2=C1C=CC=C2)N2CCN(CC2)CCN2C(C=1N(C=C2)C=CC1C)=O